Methyl (2S)-4-{[2-(benzyloxy)-2-oxoethyl]sulfanyl}-2-(3-{methyl[(13C)methyl]amino}propanamido)butanoate C(C1=CC=CC=C1)OC(CSCC[C@@H](C(=O)OC)NC(CCN([13CH3])C)=O)=O